(monophenanthroline) Europium(III) [Eu+3].N1=CC=CC2=CC=C3C=CC=NC3=C12